The molecule is an organic heterooctacyclic compound that is 1H,1'H-2,2'-biindole in which the nitrogens have undergone formal oxidative coupling to positions 2 and 5 of 3-amino-N,2-dimethyloxolane-3-carboxamide (the 2R,3R,5S product), and in which the 3 and 3' positions of the biindole moiety have also undergone formal oxidative coupling to positions 3 and 4 of 1,5-dihydro-2H-pyrrol-2-one. It has a role as an EC 2.7.10.1 (receptor protein-tyrosine kinase) inhibitor and an antineoplastic agent. It is a gamma-lactam, a hemiaminal, an indolocarbazole, an organic heterooctacyclic compound, a monocarboxylic acid amide, a primary amino compound and a bridged compound. C[C@]12[C@](C[C@H](O1)N3C4=CC=CC=C4C5=C6C(=C7C8=CC=CC=C8N2C7=C53)CNC6=O)(C(=O)NC)N